4-((1-butyl-3-(4-((6-(4-(((2-(2,6-dioxopiperidin-3-yl)-1,3-dioxoisoindolin-5-yl)amino)methyl)-1H-1,2,3-triazol-1-yl)hexyl)oxy)phenyl)ureido)methyl)-N-hydroxybenzamide C(CCC)N(C(=O)NC1=CC=C(C=C1)OCCCCCCN1N=NC(=C1)CNC=1C=C2C(N(C(C2=CC1)=O)C1C(NC(CC1)=O)=O)=O)CC1=CC=C(C(=O)NO)C=C1